O1C(=CC=C1)SC=1SCCN1 2-furylthiothiazoline